N-(2,2'-dichloro-3'-(5-formyl-4-methoxypyridin-2-yl)-[1,1'-biphenyl]-3-yl)-1,5-dimethyl-4,5,6,7-tetrahydro-1H-imidazo[4,5-c]pyridine-2-carboxamide ClC1=C(C=CC=C1NC(=O)C=1N(C2=C(CN(CC2)C)N1)C)C1=C(C(=CC=C1)C1=NC=C(C(=C1)OC)C=O)Cl